N1(CCCCC1)C(=O)OC(C)OC(=O)C1(CCCCC1)C 1-{[(1-methylcyclohexyl)carbonyl]oxy}ethyl piperidine-1-carboxylate